C1(=CC=CC=C1)C(C(=O)O)=C alpha-phenyl-acrylic acid